tert-Butyl 4-[[5-[[bis(tert-butoxycarbonyl)amino]methyl]-3-methyl-7-[4-(trifluoromethoxy)phenyl]benzimidazol-4-yl]methyl]pyrazole-1-carboxylate C(C)(C)(C)OC(=O)N(C(=O)OC(C)(C)C)CC1=C(C2=C(N=CN2C)C(=C1)C1=CC=C(C=C1)OC(F)(F)F)CC=1C=NN(C1)C(=O)OC(C)(C)C